CC1=C(C(=CC=C1)C)C=1N=C2NS(C3=CC=CC(C(N4CC5=CN=CC=C5C(OC(C1)=N2)C4)=O)=C3)(=O)=O 12-(2,6-Dimethylphenyl)-15-oxa-8λ6-thia-1,9,11,20,25-pentaazapentacyclo[14.7.1.13,7.110,14.017,22]hexacosa-3(26),4,6,10,12,14(25),17,19,21-nonaene-2,8,8-trione